3-cyclohexyl-1-(3,5,6-trimethylpyrazin-2-yl)-1H-pyrazol-5-ol C1(CCCCC1)C1=NN(C(=C1)O)C1=NC(=C(N=C1C)C)C